C(#N)C(C(=O)N1CC2(C1)CN(CC2C=2OC(=NN2)C(F)(F)C2=CC(=C(C=C2)Cl)Cl)C(=O)OCC=C)(C)C allyl 2-(2-cyano-2-methylpropanoyl)-8-(5-((3,4-dichlorophenyl)difluoromethyl)-1,3,4-oxadiazol-2-yl)-2,6-diazaspiro[3.4]octane-6-carboxylate